(1r,2r)-2-methoxycyclopentane-1-amine CO[C@H]1[C@@H](CCC1)N